3-vinyl-tetramethyl-disiloxane C(=C)[SiH](O[Si](C)(C)C)C